methyl 5-(1'-(1-cyclopropyl-4-methoxy-3-methyl-1H-indole-6-carbonyl)-1-oxospiro[isochroman-3,4'-piperidin]-7-yl)nicotinate C1(CC1)N1C=C(C2=C(C=C(C=C12)C(=O)N1CCC2(CC1)OC(C1=CC(=CC=C1C2)C=2C=NC=C(C(=O)OC)C2)=O)OC)C